(S)-2-(3-cyclopropyl-1-methyl-7-oxo-1,7-dihydro-6H-pyrrolo[2,3-d]pyridazin-6-yl)-N-(1-(p-tolyl)ethyl)acetamide C1(CC1)C1=CN(C=2C(N(N=CC21)CC(=O)N[C@@H](C)C2=CC=C(C=C2)C)=O)C